Stearoyl-coa C(CCCCCCCCCCCCCCCCC)(=O)SCCNC(CCNC([C@@H](C(COP(OP(OC[C@@H]1[C@H]([C@H]([C@@H](O1)N1C=NC=2C(N)=NC=NC12)O)OP(=O)(O)O)(=O)O)(=O)O)(C)C)O)=O)=O